3-[4-(4-aminopiperidin-1-yl)-3-(3-fluoro-5-methylphenyl)quinolin-6-yl]-5-fluoropyridin-2-amine NC1CCN(CC1)C1=C(C=NC2=CC=C(C=C12)C=1C(=NC=C(C1)F)N)C1=CC(=CC(=C1)C)F